N[C@@H](CNC(=O)[C@H]1OC(OCC1(C)C)(C)C)C (S)-2,2,5,5-Tetramethyl-[1,3]dioxane-4-carboxylic acid ((R)-2-amino-propyl)-amide